COC1=NC(=CC=C1C=O)OC 2,6-dimethoxypyridine-3-carbaldehyde